N-((1r,4r)-4-(3-chloro-4-cyanophenoxy)cyclohexyl)-6-(4-((4-(2-(2,6-dioxopiperidine-3-yl)-1-oxoisoindoline-5-yl)-3,6-dihydropyridin-1(2H)-yl)methyl)piperidin-1-yl)pyridazine-3-Formamide ClC=1C=C(OC2CCC(CC2)NC(=O)C=2N=NC(=CC2)N2CCC(CC2)CN2CCC(=CC2)C=2C=C3CN(C(C3=CC2)=O)C2C(NC(CC2)=O)=O)C=CC1C#N